1-(tert-butyl) 4-methyl (S)-2,2-dimethyl-3-((9-phenyl-9H-fluoren-9-yl)amino)succinate CC(C(=O)OC(C)(C)C)([C@@H](C(=O)OC)NC1(C2=CC=CC=C2C=2C=CC=CC12)C1=CC=CC=C1)C